6-((S)-1-amino-1,3-dihydrospiro[indene-2,4'-piperidin]-1'-yl)-3-(3-phenyltetrahydrofuran-3-yl)-1,5-dihydro-4H-pyrazolo[3,4-d]pyrimidin-4-one N[C@@H]1C2=CC=CC=C2CC12CCN(CC2)C=2NC(C1=C(N2)NN=C1C1(COCC1)C1=CC=CC=C1)=O